2,4-dimethylaminobenzoic acid CNC1=C(C(=O)O)C=CC(=C1)NC